C1(=CC=CC=C1)[C@@H]1CC=NN1C(=O)C1CCOCC1 (S)-(5-phenyl-4,5-dihydro-1H-pyrazol-1-yl)(tetrahydro-2H-pyran-4-yl)methanone